Cl.FC(C1=CC=CC(=N1)N)F 6-(difluoromethyl)pyridine-2-amine hydrochloride